tert-butyl ((S)-1-(((S)-1-amino-1-oxo-3-((S)-2-oxopiperidin-3-yl)propan-2-yl)amino)-3-cyclopropyl-1-oxopropan-2-yl)(methyl)carbamate NC([C@H](C[C@H]1C(NCCC1)=O)NC([C@H](CC1CC1)N(C(OC(C)(C)C)=O)C)=O)=O